NC1CCN(CC1)C1=NC(=C2N=CN(C2=N1)C(C)C)NCC1=C(C=CC=C1)N1N=C(C=C1)C(C)(C)OC 2-(4-aminopiperidin-1-yl)-9-isopropyl-N-({2-[3-(2-methoxypropan-2-yl)pyrazol-1-yl]phenyl}methyl)purin-6-amine